CN(C)CC1=CC=C(O1)CSCCN(\C(=C\[N+](=O)[O-])\N)C (E)-1-N'-[2-[[5-[(dimethylamino)methyl]furan-2-yl]methylsulfanyl]ethyl]-1-N-methyl-2-nitroethene-1,1-diamine